(S)-2-((tert-butoxycarbonyl)amino)-3,3-dicyclobutylpropanoic acid C(C)(C)(C)OC(=O)N[C@H](C(=O)O)C(C1CCC1)C1CCC1